(5'S,7a'R)-1-(4-methyl-5-nitropyridin-2-yl)-5'-phenyltetrahydro-3'H-spiro[piperidine-4,2'-pyrrolo[2,1-b][1,3]oxazol]-3'-one CC1=CC(=NC=C1[N+](=O)[O-])N1CCC2(C(N3[C@H](O2)CC[C@H]3C3=CC=CC=C3)=O)CC1